(S)-7-(4-(2-(2,5-dihydrofuran-3-yl)phenyl)piperidin-1-yl)-5-oxa-2-azaspiro[3.4]octane O1CC(=CC1)C1=C(C=CC=C1)C1CCN(CC1)[C@@H]1COC2(CNC2)C1